FC1=C(C=CC=C1)SCF 1-fluoro-2-(fluoromethylsulfanyl)benzene